(2R,5'S)-4-methoxy-5'-methyl-3H-spiro[furo[3,2-c]pyridine-2,3'-pyrrolidine]-1'-carboxylic acid tert-butyl ester C(C)(C)(C)OC(=O)N1C[C@]2(C[C@@H]1C)CC=1C(=NC=CC1O2)OC